2-(3,5-dichloro-4-methylphenyl)acetic acid ClC=1C=C(C=C(C1C)Cl)CC(=O)O